N-isopropyl-N-methylacetamide CC(C)N(C)C(=O)C